3-methylimidazolin-2-one CN1C(NCC1)=O